OC(C(=O)N)=CN1[C@H](C[C@@]2(CC1)OCCC1=C2SC(=C1)C(F)(F)F)C (2S)-2-hydroxy-3-[(2'S,7R)-2'-methyl-2-(trifluoromethyl)spiro[4,5-dihydrothieno[2,3-c]pyran-7,4'-piperidine]-1'-yl]propenamide